P(=O)(O)(O)O.CN1N=C(N=N1)C1=NC=C(C=C1)C1=C(C=C(C=C1)N1C(O[C@H](C1)CO)=O)F (R)-3-(4-(2-(2-methyltetrazol-5-yl)pyridine-5-yl)-3-fluorophenyl)-5-hydroxymethyl-oxazolidine-2-one phosphate